4-(4-(1,4-Dimethyl-2-(4-(methylsulfonyl)phenyl)-1H-pyrrolo[3,2-c]pyridin-6-yl)phenyl)-1-isopropylpiperidin-4-ol CN1C(=CC=2C(=NC(=CC21)C2=CC=C(C=C2)C2(CCN(CC2)C(C)C)O)C)C2=CC=C(C=C2)S(=O)(=O)C